tert-butyl (S)-(7-bromo-5-fluoroisochroman-4-yl)(methyl)carbamate BrC1=CC(=C2[C@@H](COCC2=C1)N(C(OC(C)(C)C)=O)C)F